(R)-methyl 2-fluoro-3-(5-methylthiazol-2-yl)-5-((tetrahydrofuran-3-yl)oxy)benzoate FC1=C(C(=O)OC)C=C(C=C1C=1SC(=CN1)C)O[C@H]1COCC1